(2R,4S)-tert-butyl 2-((4-(tert-butyl)phenyl)(2-(cyclohexylamino)-2-oxo-1-(pyridin-3-yl)ethyl)carbamoyl)-4-hydroxypyrrolidine-1-carboxylate C(C)(C)(C)C1=CC=C(C=C1)N(C(=O)[C@@H]1N(C[C@H](C1)O)C(=O)OC(C)(C)C)C(C(=O)NC1CCCCC1)C=1C=NC=CC1